1-(3-(3-(2-aminooxazol-4-yl)-5-chlorophenyl)morpholino)prop-2-en-1-one NC=1OC=C(N1)C=1C=C(C=C(C1)Cl)C1COCCN1C(C=C)=O